2-chloro-4-iodopyridine ClC1=NC=CC(=C1)I